C1=NC=C(C2=CC=CC=C12)N1C[C@H](CCC1)C(=O)O (S)-1-(isoquinolin-4-yl)piperidine-3-carboxylic acid